COC=1C=C(CN2C(C3=CC=C(C=C3C=C2)C2=CC=NN2C)=O)C=CC1 2-(3-methoxybenzyl)-6-(1-methyl-1H-pyrazol-5-yl)isoquinolin-1(2H)-one